C(C)OC=1C=2N(C=C(C1)C=1C=C(C=CC1)[C@@H](C)N(C(=O)N[C@H](CC)CCC(F)(F)F)CC)C=CN2 1-((R)-1-(3-(8-ethoxyimidazo[1,2-a]pyridin-6-yl)phenyl)ethyl)-1-ethyl-3-((R)-6,6,6-trifluorohexan-3-yl)urea